FC(S(=O)(=O)[O-])(F)F.[Rh+].C1=CCCC=CCC1.C1=CCCC=CCC1 bis(1,5-cyclooctadiene) rhodium (I) trifluoromethanesulfonate